(Z)-nonadec-15-en-1-yl acetate C(C)(=O)OCCCCCCCCCCCCCC\C=C/CCC